5-(1-(4-(1-cyclopropyl-1H-benzo[d]imidazol-2-yl)piperidin-1-yl)-2,2,2-trifluoroethyl)-6-fluoro-1-(3-(trifluoromethyl)phenyl)-1H-indazole C1(CC1)N1C(=NC2=C1C=CC=C2)C2CCN(CC2)C(C(F)(F)F)C=2C=C1C=NN(C1=CC2F)C2=CC(=CC=C2)C(F)(F)F